3,4,6-tri-O-methyl-D-glucitol CO[C@H]([C@H](CO)O)[C@H](OC)[C@H](O)COC